NC=1C(=NC(=NC1)Cl)C#CCCCCO 6-(5-amino-2-chloropyrimidin-4-yl)hex-5-yn-1-ol